C1(CC1)NC=1C2=C(N=C(N1)NC1=C(C=C(C=C1)S(=O)(=O)N1CCOCC1)OC)NC=C2C(F)(F)F N4-cyclopropyl-N2-(2-methoxy-4-(morpholinosulfonyl)phenyl)-5-(trifluoromethyl)-7H-pyrrolo[2,3-d]pyrimidine-2,4-diamine